2-amino-6-borono-2-(3-(2-(2-fluorobenzyl)pyrrolidin-1-yl)propyl)hexanoic acid NC(C(=O)O)(CCCCB(O)O)CCCN1C(CCC1)CC1=C(C=CC=C1)F